BrC1=C(C=C(C=C1)Cl)COC1=CC=C2CCCC(C2=C1)=O 7-[(2-bromo-5-chlorophenyl)methoxy]-3,4-dihydro-1(2H)-naphthalenone